N-(4-Ethylphenyl)-6-pyrrolidin-1-yl-N1-p-tolyl-[1,3,5]triazine-2,4-diamine hydrochloride Cl.C(C)C1=CC=C(C=C1)NC1N(C(=NC(=N1)N)N1CCCC1)C1=CC=C(C=C1)C